CC(CCCC)CCCCC(CCCC)C 5,10-dimethyltetradecane